FC(OC1=CC=C(C=C1)NC1=NNC2=NC=NC=C21)(F)F (4-(trifluoromethoxy)-phenylamino)-pyrazolo[3,4-d]pyrimidine